(1'R,2'R,4'S)-4-(methoxymethyl)-5'-methyl-2'-(prop-1-en-2-yl)-1',2',3',4'-tetrahydro-[1,1'-biphenyl]-2,4',6-triol COCC=1C=C(C(=C(C1)O)[C@H]1[C@@H](C[C@@H](C(=C1)C)O)C(=C)C)O